(R)-3,7-dimethyl-6-octen-1-ol C[C@@H](CCO)CCC=C(C)C